CN1[C@H](CN(C[C@H]1C)C1=CC(=C(C=C1)[N+](=O)[O-])F)C (2S,6R)-1,2,6-trimethyl-4-(3-fluoro-4-nitrophenyl)piperazine